N1CC(C1)OC1=C(C(=O)NC=2C=C3CN(C(C3=CC2)=O)C2C(NC(CC2)=O)=O)C=CC=C1 (azetidin-3-yloxy)-N-(2-(2,6-dioxopiperidin-3-yl)-1-oxoisoindolin-5-yl)benzamide